[Si].C(CCCCCCCCCCCCCCCCC)[Si](Cl)(Cl)Cl octadecyl-trichlorosilane silicon